C(C)N1C[C@@H](CCC1)NC=1OC=2C(=NC(=CC2)C2=C(C=C(C=C2C)F)O)N1 2-[2-[[(3R)-1-Ethyl-3-piperidyl]amino]oxazolo[4,5-b]pyridin-5-yl]-5-fluoro-3-methyl-phenol